C[O-].C[O-].C[O-].[O-2].[V+5] vanadium oxide trimethoxide